Cl.C[C@@]12C3=C([C@@H](CC4=C1C=CC=C4)N2CCOCCOCCOCCOCCOCCOCCOCCOC)C=CC=C3 (5S,10R)-5-methyl-12-(2,5,8,11,14,17,20,23-octaoxapentacosan-25-yl)-10,11-dihydro-5H-5,10-epiminodibenzo[a,d][7]annulene hydrochloride